COC1=CC=C2C(=N1)C(OC2=O)(C)C 2-Methoxy-7,7-dimethylfuro[3,4-b]pyridin-5(7H)-one